N1(CCC1)C=1C=C(C=NC1)C=1N=NN(C1)C=C1N=C2N(C=C(C=C2)CNCC2CCC2)C1 1-(2-((4-(5-(azetidin-1-yl)pyridin-3-yl)-1H-1,2,3-triazol-1-yl)methyl-yl)imidazo[1,2-a]pyridin-6-yl)-N-(cyclobutylmethyl)methylamine